C(CC)C(=CC)Cl propyl-chloropropene